2-chloro-4-(2-chlorophenoxy)benzaldehyde ClC1=C(C=O)C=CC(=C1)OC1=C(C=CC=C1)Cl